2-(fluoromethyl)-5-oxo-4,5,6,7-tetrahydro-1H-cyclopenta[b]pyridine-3-carboxylate FCC1=C(CC2=C(N1)CCC2=O)C(=O)[O-]